COC(=O)C1CN(CC(C1)N=[N+]=[N-])C(=O)C1=CC2=C(N(C(=N2)C2=CC=3C(=NC=CC3)N2CC2CC2)C)C(=C1)OC 5-azido-1-{2-[1-(cyclopropylmethyl)-1H-pyrrolo[2,3-b]pyridin-2-yl]-7-methoxy-1-methyl-1H-1,3-benzodiazole-5-carbonyl}piperidine-3-carboxylic acid methyl ester